(R)-2-(3-(3-(fluoro(4-methyl-4H-1,2,4-triazol-3-yl)methyl)oxetan-3-yl)phenyl)-6-((methylamino)methyl)-4-(trifluoromethyl)isoindolin-1-one F[C@H](C1(COC1)C=1C=C(C=CC1)N1C(C2=CC(=CC(=C2C1)C(F)(F)F)CNC)=O)C1=NN=CN1C